1-amino-4-oxo-1,8-naphthyridine-3-carboxylic acid NN1C=C(C(C2=CC=CN=C12)=O)C(=O)O